FC1=C(C=CC(=C1)F)C1=NC(=CN2C1=NC(=C(C2=O)C)C)C2CCOC(=C2)CCOC2OCCCC2 9-(2,4-difluorophenyl)-2,3-dimethyl-7-(6-(2-((tetrahydro-2H-pyran-2-yl)oxy)ethyl)-3,4-dihydro-2H-pyran-4-yl)-4H-pyrazino[1,2-a]pyrimidin-4-one